3-(6-chloro-1-oxo-5-(piperazin-1-ylmethyl)isoindolin-2-yl)piperidine-2,6-dione ClC1=C(C=C2CN(C(C2=C1)=O)C1C(NC(CC1)=O)=O)CN1CCNCC1